BrC1=CC(=C(S1)[C@H]1N([C@@H](CC2=C1NC1=CC=CC=C21)C)CC(CO[Si](C2=CC=CC=C2)(C2=CC=CC=C2)C(C)(C)C)(F)F)F (1S,3R)-1-(5-Bromo-3-fluorothiophen-2-yl)-2-(3-((tert-butyldiphenylsilyl)oxy)-2,2-difluoropropyl)-3-methyl-2,3,4,9-tetrahydro-1H-pyrido[3,4-b]indole